5,11-Dihydroindolo[3,2-b]carbazol C1=C2C(=CC=C1)NC=1C2=CC=2NC3=CC=CC=C3C2C1